1-(2,6-dioxo-3-piperidyl)-2-oxo-benzo[cd]indol O=C1NC(CCC1N1C(C2=C3C(C=CC=C13)=CC=C2)=O)=O